pentadecyl-7-bromooctanoate C(CCCCCCCCCCCCCC)OC(CCCCCC(C)Br)=O